benzyl (((2S,3R,4R,5S,6R)-3,4,5-trihydroxy-6-(hydroxymethyl) tetrahydro-2H-pyran-2-yl)methyl)carbamate O[C@H]1[C@@H](O[C@@H]([C@H]([C@@H]1O)O)CO)CNC(OCC1=CC=CC=C1)=O